C(C)(C)(C)C1=CC=C(CN2N=C(N(C2=O)CC)CCCC=2C=C(C=CC2)C2=CC(=C(C=C2)CC(=O)O)OCC)C=C1 (3'-(3-(1-(4-(tert-Butyl)benzyl)-4-ethyl-5-oxo-4,5-dihydro-1H-1,2,4-triazol-3-yl)propyl)-3-ethoxy-[1,1'-biphenyl]-4-yl)acetic acid